C(C)(C)N1OC([C@@H]2[C@@H]1C(C[C@](C2)(CC=C(C)C)C)C)(C)C |r| rac-(3as,5r,7as)-1-isopropyl-3,3,5,7-tetramethyl-5-(3-methylbut-2-en-1-yl)octahydrobenzo[c]isoxazole